2-(4-(6-(Benzyloxy)-3-bromoquinolin-5-yl)butyl)isoindoline-1,3-dione C(C1=CC=CC=C1)OC=1C(=C2C=C(C=NC2=CC1)Br)CCCCN1C(C2=CC=CC=C2C1=O)=O